BrC1=C(C=NC=C1)O[C@@H](C)C1N(CC1)C(=O)OC(C)(C)C tert-butyl 2-[(1S)-1-[(4-bromopyridin-3-yl)oxy]ethyl]azetidine-1-carboxylate